C(C)(C)SC1=C(N=CC=2N1N=C(N2)NC2CCN(CC2)S(=O)(=O)C)C=2C=NNC2 5-(Isopropylthio)-N-(1-(methylsulfonyl)piperidin-4-yl)-6-(1H-pyrazol-4-yl)-[1,2,4]triazolo[1,5-a]pyrazin-2-amine